5-(3-(4-(9-(4-amino-5-methoxy-2-methylphenyl)-3,9-diazaspiro[5.5]undecan-3-yl)piperidin-1-yl)azetidin-1-yl)-2-(2,6-dioxopiperidin-3-yl)isoindoline-1,3-dione NC1=CC(=C(C=C1OC)N1CCC2(CCN(CC2)C2CCN(CC2)C2CN(C2)C=2C=C3C(N(C(C3=CC2)=O)C2C(NC(CC2)=O)=O)=O)CC1)C